C1(=CC=CC=C1)C(=C)C=1N(C=CN1)C 2-(1-phenylvinyl)-1-methyl-1H-imidazole